4-(2-diethylamino-1-hydroxyethyl)-1,2-benzenediol C(C)N(CC(O)C=1C=C(C(=CC1)O)O)CC